N1(CCC1)C1=C(C=CC=C1C=1NC2=CC(=CC=C2C1)C)S(=O)(=O)N(CC(N1CCOC2(CC2)C1)=O)C (azetidin-1-yl)-N-methyl-3-(6-methyl-1H-indol-2-yl)-N-(2-oxo-2-(4-oxa-7-azaspiro[2.5]octan-7-yl)ethyl)benzenesulfonamide